6-benzyl-2-chloro-5,6,7,8-tetrahydro-[1,6]naphthyridine-3-carbonitrile C(C1=CC=CC=C1)N1CC=2C=C(C(=NC2CC1)Cl)C#N